N-(4-((3,4-dichloro-6-fluorophenyl)amino)-quinazolin-6-yl)-2-chloroacetamide ClC=1C=C(C(=CC1Cl)F)NC1=NC=NC2=CC=C(C=C12)NC(CCl)=O